7-((4-(2-methyl-6-(ethylcarbamoyl)pyridin-3-yl)piperazin-1-yl)methyl)-1,2,3,5-tetrahydro-4H-cyclopenta[c]quinolin-4-one CC1=NC(=CC=C1N1CCN(CC1)CC=1C=CC=2C3=C(C(NC2C1)=O)CCC3)C(NCC)=O